4-methyl-N-{4H,5H,6H,7H-pyrazolo[1,5-a]pyridin-3-yl}-3-[2-(pyridin-3-yl)ethynyl]benzamide CC1=C(C=C(C(=O)NC=2C=NN3C2CCCC3)C=C1)C#CC=1C=NC=CC1